COC=1C(=CC2=C(N=C(S2)NC(CC2=CC(=CC=C2)C(N(C)C)=O)=O)C1)OC N-(5,6-dimethoxybenzothiazol-2-yl)-2-[3-(N,N-dimethylcarbamoyl)phenyl]acetamide